N-(1-methyl-1H-tetrazole-5-yl)-6-(methylthio)-2-(trifluoromethyl)nicotinamide (cyclobutanecarboxamido)tetrahydro-2H-pyran-2,4,5-triyl-triacetate C1(CCC1)C(=O)NC(C(=O)O)C1C(CC(OC1)CC(=O)O)CC(=O)O.CN1N=NN=C1NC(C1=C(N=C(C=C1)SC)C(F)(F)F)=O